(1S,4R,5S)-4-((6-Chloro-2-methylpyridin-3-yl)methyl)-2-(3-(5-methylpyridazin-4-yl)-1H-pyrazol-5-yl)-2-azabicyclo[3.1.0]hexan-3-one ClC1=CC=C(C(=N1)C)C[C@H]1C(N([C@H]2C[C@@H]12)C1=CC(=NN1)C1=CN=NC=C1C)=O